N(N)C([C@@H](CC(NC(C1=CC=CC=C1)(C1=CC=CC=C1)C1=CC=CC=C1)=O)NC(OC(C)(C)C)=O)=O tert-butyl (R)-(1-hydrazineyl-1,4-dioxo-4-(tritylamino)butan-2-yl)carbamate